tert-butyl 4-bromo-1H-indazole-1-carboxylate BrC1=C2C=NN(C2=CC=C1)C(=O)OC(C)(C)C